C(CC)O[SiH2]F propoxyfluorosilane